C(CCCCCCC)OC1=CC=C(C=C1)OCCCCCCCC 1,4-bis(octyloxy)benzene